C1(CC1)S(=O)(=O)N1CCN(CC1)C1=CC2=C(C=C(S2)C(=O)NC(CC2=CNC3=CC=CC=C23)CCCC)C=C1 6-[4-(Cyclopropanesulfonyl)piperazine-1-yl]-N-[1-(1H-indol-3-yl)hexane-2-yl]-1-benzothiophene-2-carboxamide